CC1=CC=CC(=N1)N1C(C2=CC=CC=C2C1=O)=O 2-(6-methylpyridin-2-yl)isoindoline-1,3-dione